CN1C(N=NC1=S)CCC 4-methyl-3-propyl-1,2,4-triazolin-5-thione